ClCCOC(=O)N1[C@H]([C@H](C[C@H]1C)N(S(=O)(=O)C)CC1=CC=C(C=C1)OC)CO[Si](CC)(CC)CC.CO[Si](CCCN1C=CC=C1)(OC)OC N-(3-trimethoxysilylpropyl)pyrrole 2-chloroethyl-(2R,3S,5R)-3-(N-(4-methoxybenzyl)methylsulfonamido)-5-methyl-2-(((triethylsilyl)oxy)methyl)pyrrolidine-1-carboxylate